2-ethyl-3-methylthiophene C(C)C=1SC=CC1C